SULFANYLPROPANAMIDE SC(C(=O)N)C